N-(7-chloro-6-(1-((3R,4R)-4-hydroxytetrahydrofuran-3-yl)piperidin-4-yl)isoquinolin-3-yl)-5-oxaspiro[2.4]heptane-1-carboxamide ClC1=C(C=C2C=C(N=CC2=C1)NC(=O)C1CC12COCC2)C2CCN(CC2)[C@@H]2COC[C@@H]2O